C(C)(=O)C=1C(=NC(=CC1)N1C=NC2=C1C=C(C=C2)CN2C(CCCC2)=O)N2N=C(C=C2C)C#N 1-[3-acetyl-6-[6-[(2-oxo-1-piperidinyl)methyl]benzimidazol-1-yl]-2-pyridinyl]-5-methyl-pyrazole-3-carbonitrile